4-(methylamino)phenol CNC1=CC=C(C=C1)O